C(C1=CC=CC=C1)N1C[C@@]2(C[C@@]2(C1)C(F)(F)F)C=1N=NN(C1)C1CCN(CC1)C(=O)OC(C)(C)C tert-butyl 4-(4-((1S,5R)-3-benzyl-5-(trifluoromethyl)-3-azabicyclo[3.1.0]hex-1-yl)-1H-1,2,3-triazol-1-yl)piperidine-1-carboxylate